(14S)-8-tert-butyl-12,12-dimethyl-2,2,4-trioxo-2λ6-thia-3,9,11,18,23-pentaazatetracyclo[17.3.1.111,14.05,10]tetracosa-1(22),5,7,9,19(23),20-hexaene-17-carboxylic acid C(C)(C)(C)C1=CC=C2C(NS(C3=CC=CC(NC(CC[C@H]4CC(N(C2=N1)C4)(C)C)C(=O)O)=N3)(=O)=O)=O